(S)-N-(3-cyano-1-(3-(dimethylamino)phenyl)propyl)-5-(4-(trifluoromethyl)phenyl)-3,4-dihydroisoquinoline-2(1H)-carboxamide C(#N)CC[C@@H](C1=CC(=CC=C1)N(C)C)NC(=O)N1CC2=CC=CC(=C2CC1)C1=CC=C(C=C1)C(F)(F)F